N-(3-ethyl-1-(octadecylamino)-1-oxoheptan-2-yl)octadeca-9,12-dienamide C(C)C(C(C(=O)NCCCCCCCCCCCCCCCCCC)NC(CCCCCCCC=CCC=CCCCCC)=O)CCCC